N-[2-Cyano-3-(2,3-dihydro-1,4-benzodioxin-6-yl)phenyl]-1-methyl-4,5,6,7-tetrahydro-1H-imidazo[4,5-c]pyridin-2-carboxamid C(#N)C1=C(C=CC=C1C1=CC2=C(OCCO2)C=C1)NC(=O)C=1N(C2=C(CNCC2)N1)C